ClC1=CC=C(C=C1)C=1C(=NC(=NC1CC)N)N 5-(4-Chlorophenyl)-6-ethylpyrimidine-2,4-diamine